2-hydroxyl-{4-[4-(2-hydroxy-2-methyl-propionyl)-benzyl]phenyl}-2-methyl-propan-1-one OC(C(=O)C1=CC=C(C=C1)CC1=CC=C(C=C1)C(C(C)(C)O)=O)(C)C